O1OCC=C1 [1,2]dioxol